ClC1=CC(=NC=C1)NC=1C=C(C(=O)OCC)C=CC1 ethyl 3-((4-chloropyridin-2-yl)amino)benzoate